3,6-dimethyl-4-octyne Methyl-2-((4-((4-cyano-2-fluorophenoxy)methyl)pyridin-2-ylmethyl)piperazin-1-ylmethyl)-1-((1-ethyl-1H-imidazol-5-yl)methyl)-1H-benzo[d]imidazole-6-carboxylate COC(=O)C=1C=CC2=C(N(C(=N2)C(N2CCNCC2)CC2=NC=CC(=C2)COC2=C(C=C(C=C2)C#N)F)CC2=CN=CN2CC)C1.CC(CC)C#CC(CC)C